2-hydrazino-N,6-dimethyl-N-phenylquinazolin-4-amine N(N)C1=NC2=CC=C(C=C2C(=N1)N(C1=CC=CC=C1)C)C